C[SiH](Cl)OCCOC methyl-methoxyethoxychlorosilane